4-bromo-7-((4,4-difluorocyclohexyl)methoxy)benzo[d]oxazole BrC1=CC=C(C2=C1N=CO2)OCC2CCC(CC2)(F)F